(5'S,7a'R)-5'-(3,5-difluorophenyl)-1-(3-methoxybenzene-1-carbonyl)tetrahydro-3'H-spiro[piperidine-4,2'-pyrrolo[2,1-b]-[1,3]oxazol]-3'-one FC=1C=C(C=C(C1)F)[C@@H]1CC[C@H]2OC3(C(N21)=O)CCN(CC3)C(=O)C3=CC(=CC=C3)OC